4-bromo-6-chlorocinnoline BrC1=CN=NC2=CC=C(C=C12)Cl